4-[(3S)-3-amino-3-methylpyrrolidin-1-yl]-N-(1-ethylcyclobutyl)-5-(3-fluoro-5-methylphenyl)pyridine-3-carboxamide N[C@@]1(CN(CC1)C1=C(C=NC=C1C1=CC(=CC(=C1)C)F)C(=O)NC1(CCC1)CC)C